pyridine-4-carboxaldehyde N1=CC=C(C=C1)C=O